NC1=NN(C=C1)C1=CC=C(C=N1)C(=O)OC methyl 6-(3-aminopyrazol-1-yl)pyridine-3-carboxylate